3,5-Difluoro-L-tyrosine FC=1C=C(C[C@H](N)C(=O)O)C=C(C1O)F